tert-butyl (3S)-3-[4-[3-chloro-2-fluoro-4-(2-oxabicyclo[2.1.1]hexan-1-ylmethoxy)anilino]pyrido[3,2-d]pyrimidin-6-yl]oxypyrrolidine-1-carboxylate ClC=1C(=C(NC=2C3=C(N=CN2)C=CC(=N3)O[C@@H]3CN(CC3)C(=O)OC(C)(C)C)C=CC1OCC13OCC(C1)C3)F